BrC=1C=C2C(=CC1)C(NC[C@]21[C@H](C1)F)=O (2's,4r)-6-bromo-2'-fluorospiro[2,3-dihydroisoquinoline-4,1'-cyclopropane]-1-one